NC1=C(C(=C(C=C1)C1=CC(=CC=C1)C(=O)O)N)C(=O)O diamino-3,3'-biphenyl-dicarboxylic acid